1-(1H-benzo[d][1,2,3]triazol-5-yl)cyclopropanecarboxylic acid N1N=NC2=C1C=CC(=C2)C2(CC2)C(=O)O